13-Methyltritriacontane CC(CCCCCCCCCCCC)CCCCCCCCCCCCCCCCCCCC